C1(CC1)N1N=C(C=CC1=O)C(=O)O 1-Cyclopropyl-6-oxo-1,6-dihydropyridazine-3-carboxylic acid